trans-4-(3,4-Dihydroisoquinolin-2(1H)-yl)-1-(6-((2-trifluoromethylphenyl)amino)pyrimidin-4-yl)piperidine C1N(CCC2=CC=CC=C12)C1CCN(CC1)C1=NC=NC(=C1)NC1=C(C=CC=C1)C(F)(F)F